C(CCCCCCC\C=C/CCCCCC)(=O)SCCNC(CCNC([C@@H](C(COP(OP(OC[C@@H]1[C@H]([C@H]([C@@H](O1)N1C=NC=2C(N)=NC=NC12)O)OP(=O)(O)O)(=O)O)(=O)O)(C)C)O)=O)=O Palmitoleoyl-CoA